NC1(CN(CC1)C(=O)OC(C)(C)C)C1=CC=CC=C1 tert-butyl 3-amino-3-phenylpyrrolidine-1-carboxylate